3,5-dimethylphenyl trifluoromethanesulfonate FC(S(=O)(=O)OC1=CC(=CC(=C1)C)C)(F)F